N-3-hexyl-acrylamide CCC(CCC)NC(C=C)=O